2-benzylamino-2-(4-chlorophenyl)acetonitrile C(C1=CC=CC=C1)NC(C#N)C1=CC=C(C=C1)Cl